C(CCCCCCCCCCCCCCCCCC)(=O)OC[C@@H](OC(CCCCCCCCCCC)=O)COP(=O)([O-])OCC[N+](C)(C)C 1-nonadecanoyl-2-dodecanoyl-sn-glycero-3-phosphocholine